cis-3-[(8aS)-3-oxo-1,5,6,7,8,8a-hexahydroimidazo[1,5-a]pyrazin-2-yl]cyclopentanecarboxylic acid TFA salt OC(=O)C(F)(F)F.O=C1N(C[C@H]2N1CCNC2)[C@H]2C[C@H](CC2)C(=O)O